4-(6-(4-aminopiperidin-1-yl)-3-(2-methyl-2H-indazol-6-yl)pyridin-2-yl)benzonitrile NC1CCN(CC1)C1=CC=C(C(=N1)C1=CC=C(C#N)C=C1)C=1C=CC2=CN(N=C2C1)C